N-Butyl-2-ethylsulfanyl-4-methyl-6-morpholin-4-yl-pyridine-3-carboxylic acid amide C(CCC)NC(=O)C=1C(=NC(=CC1C)N1CCOCC1)SCC